N-(3-((1r,3S)-3-cyano-1-((4-methyl-4H-1,2,4-triazol-3-yl)methyl)cyclobutyl)phenyl)-3-fluoro-7-(((S)-3-methylpiperidin-1-yl)methyl)-1H-pyrrolo[3,2-b]pyridine-5-carboxamide C(#N)C1CC(C1)(CC1=NN=CN1C)C=1C=C(C=CC1)NC(=O)C1=CC(=C2C(=N1)C(=CN2)F)CN2C[C@H](CCC2)C